1-Amino-3-heptanol NCCC(CCCC)O